O1CCOC12CCC(CC2)C2=C(C=C1C(=NN(C1=C2)C)N2C(NC(CC2)=O)=O)F 1-[6-(1,4-dioxaspiro[4.5]decan-8-yl)-5-fluoro-1-methyl-indazol-3-yl]hexahydropyrimidine-2,4-dione